CSC1=NC=NN2C1=CC=C2 4-(methylsulfanyl)pyrrolo[2,1-f][1,2,4]triazine